ClC1=C(CC=2NC=C(N2)C2=CC=CC=C2)C=CC=C1 2-(2-Chlorobenzyl)-4-phenylimidazole